C(C)(C)(C)OC(=O)N(CCCN(C(OC(C)(C)C)=O)CCCO)C Tert-Butyl N-(3-{[(Tert-Butoxy)Carbonyl](Methyl)Amino}Propyl)-N-(3-Hydroxypropyl)Carbamate